(S)-2-(6-(3-methyl-1H-pyrrolo[2,3-b]pyridin-5-yl)-2-(pyrimidine-4-carbonyl)-1,2,3,4-Tetrahydroisoquinolin-8-yl)pyrrolidine-1-carboxylic acid tert-butyl ester C(C)(C)(C)OC(=O)N1[C@@H](CCC1)C=1C=C(C=C2CCN(CC12)C(=O)C1=NC=NC=C1)C=1C=C2C(=NC1)NC=C2C